thorium-aluminum [Al].[Th]